C(C)(C)C1=C(C(=NC=C1)C(=O)NC=1C=NC(=C(C1)C=1C=NC2=CC(=NC=C2C1)NC)C)OC 4-isopropyl-3-methoxy-N-(6-methyl-5-(7-(methylamino)-1,6-naphthyridin-3-yl)pyridin-3-yl)pyridineamide